O1C[C@@H](CC1)OC(O)=O ((R)-tetrahydrofuran-3-yl)carbonic acid